NC1=C(C=C(C=C1)[N+](=O)[O-])NC(=O)[C@@H]1N(CCC1)C(=O)OC(C)(C)C tert-butyl (2R)-2-[(2-amino-5-nitrophenyl)carbamoyl]pyrrolidine-1-carboxylate